N-[3-cyano-4-(trifluoromethyl)-1H-indol-7-yl]-1-methyl-pyrazole-4-sulfonamide C(#N)C1=CNC2=C(C=CC(=C12)C(F)(F)F)NS(=O)(=O)C=1C=NN(C1)C